NC1=CC(=NC2=CC=C(C=C12)C(=O)OCC)C ethyl 4-amino-2-methylquinoline-6-carboxylate